FC(OC=1C=C(C=CC1)C1=NN(C=2C1=NC=C(C2)C(=O)NC(C)([C@H](C)O)C)C(C)C)F (S)-3-(3-(difluoromethoxy)phenyl)-N-(3-hydroxy-2-methylbutan-2-yl)-1-isopropyl-1H-pyrazolo[4,3-b]pyridine-6-carboxamide